3-chloro-4-fluoro-5-(trifluoromethyl)aniline ClC=1C=C(N)C=C(C1F)C(F)(F)F